4-methylphenyl-acetylene CC1=CC=C(C=C1)C#C